N-((S)-1-Amino-1-oxo-3-((S)-2-oxopyrrolidin-3-yl)propan-2-yl)-1-(7-chloro-1H-indole-2-carbonyl)-4-methylpiperazine-2-carboxamide NC([C@H](C[C@H]1C(NCC1)=O)NC(=O)C1N(CCN(C1)C)C(=O)C=1NC2=C(C=CC=C2C1)Cl)=O